O=C1C=C(NC=2N1N=CC2C(=O)N)C2=CC=CC=C2 7-oxo-5-phenyl-4,7-dihydropyrazolo[1,5-a]pyrimidine-3-carboxamide